3-bromo-1-(3-chloropyridin-2-yl)-N-(2-bromo-4-chloro-6-(methylethylcarbamoyl)phenyl)-N-ethyl-1H-pyrazole-5-carboxamide BrC1=NN(C(=C1)C(=O)N(CC)C1=C(C=C(C=C1C(N(CC)C)=O)Cl)Br)C1=NC=CC=C1Cl